N,N-diethylaminosulfonyl chloride C(C)N(S(=O)(=O)Cl)CC